ClC1=CC(=C2C=CNC2=C1)C1=C(C=C2NC(C=3N(C2=C1C)C(=NN3)C)(C)C)F 8-(6-chloro-1H-indol-4-yl)-7-fluoro-1,4,4,9-tetramethyl-5H-[1,2,4]triazolo[4,3-a]quinoxaline